2,4-dichloro-6H-pyrido[2,3-d]pyridazin-5-one ClC=1C=C(C2=C(C=NNC2=O)N1)Cl